4-[1-(Benzenesulfonyl)pyrrolo[2,3-b]pyridin-4-yl]-3-fluoro-aniline C1(=CC=CC=C1)S(=O)(=O)N1C=CC=2C1=NC=CC2C2=C(C=C(N)C=C2)F